ClC=1C(=C(CNC(=O)C=2OC=C(N2)C2=NC(=NC=C2C)NC2=CC=NN2C)C=CC1)COC N-(3-chloro-2-(methoxymethyl)benzyl)-4-(5-methyl-2-((1-methyl-1H-pyrazol-5-yl)amino)pyrimidin-4-yl)oxazole-2-carboxamide